2-dicyclohexylphosphino-2',6'-diisopropoxyBiphenyl C1(CCCCC1)P(C1=C(C=CC=C1)C1=C(C=CC=C1OC(C)C)OC(C)C)C1CCCCC1